C(C1=CC=CC=C1)N1C2C(C2C=CC1=O)(C(=O)OCC)C1=CC(=C(C=C1)C)C ethyl 2-benzyl-7-(3,4-dimethylphenyl)-3-oxo-2-azabicyclo[4.1.0]hept-4-ene-7-carboxylate